N-(4-cyclobutyl-5-(2-fluorophenyl)-1-methyl-1H-pyrazol-3-yl)-2-(1-(trifluoromethyl)cyclopropyl)acetamide C1(CCC1)C=1C(=NN(C1C1=C(C=CC=C1)F)C)NC(CC1(CC1)C(F)(F)F)=O